NC1=CC(=NC=N1)NC1=CC(=C2N(C1=O)C1(NC2=O)CC2(CCC1)CC2)C 6''-((6-Aminopyrimidin-4-yl)amino)-8''-methyl-2''H-dispiro[cyclopropane-1,1'-cyclohexane-3',3''-imidazo[1,5-a]pyridine]-1'',5''-dione